IC1=CC=C(C=C1)S(=O)(=O)N1CCOC2(CN(C2)C(CCl)=O)C1 1-(8-((4-Iodophenyl)sulfonyl)-5-oxa-2,8-diazaspiro[3.5]nonan-2-yl)-2-chloroethan-1-one